C(C1=CC=CC=C1)OC(=O)N[C@@H]1CN(C[C@H](CC1)F)C(=O)OCC1=CC=CC=C1 benzyl (3S,6S)-3-(((benzyloxy)carbonyl)amino)-6-fluoroazepane-1-carboxylate